2-(8,9-dihydro-7H-imidazo[4,5,1-ij]quinolin-2-yl)propan-2-amine N1=C(N2C=CC=C3CCCC1=C23)C(C)(C)N